m-tolyltriazole C1(=CC(=CC=C1)C=1N=NNC1)C